N1C=CC2=CC(=CC=C12)C1=CC2=C(N(C3=C(O2)C=C(C=C3)C=3C=C2C=CNC2=CC3)C)N=C1 3,7-di(1H-indol-5-yl)-10-methyl-10H-benzo[b]pyrido[2,3-e][1,4]oxazine